C1(CC1)N1C=C(C(C2=C1N=C(N=C2)NC2=CC=C(C=C2)N2CCN(CC2)C)=O)C2=C(C=CC=C2Cl)Cl 8-cyclopropyl-6-(2,6-dichlorophenyl)-2-{[4-(4-methylpiperazin-1-yl)phenyl]amino}pyrido[2,3-d]pyrimidin-5(8H)-one